NCCN1S(N=CC1)(=O)=O 2-(2-aminoethyl)-1,2,5-thiadiazole 1,1-dioxide